rac-(7S)-7-tert-butyl-N-[rac-(1R)-1-[4-(5-cyano-1H-imidazol-4-yl)phenyl]-3-(4-hydroxy-1-piperidyl)propyl]-5,6,7,8-tetrahydrothiazolo[5,4-b]quinoline-2-carboxamide C(C)(C)(C)[C@@H]1CC=2C=C3C(=NC2CC1)SC(=N3)C(=O)N[C@H](CCN3CCC(CC3)O)C3=CC=C(C=C3)C=3N=CNC3C#N |r|